[4-(4-fluoro-2-methylpyrazol-3-yl)indazol-1-yl]acetic acid FC1=C(N(N=C1)C)C1=C2C=NN(C2=CC=C1)CC(=O)O